[Cl-].C(CCCCCCC)[N+]1=CC=C(C=C1)CCC 1-Octyl-4-propylpyridinium chloride